C(C)N1C(N(C=C(C1=O)C)CC=1SC(=NN1)C1=C(C(=C(C(=C1)F)F)OCC1=CC=C(C=C1)OC)F)=O 3-ethyl-5-methyl-1-((5-(2,4,5-trifluoro-3-((4-methoxybenzyl)oxy)phenyl)-1,3,4-thiadiazol-2-yl)methyl)pyrimidine-2,4(1H,3H)-dione